C(C)N(C(=O)C1=C(OC=2C(=NC=NC2)N2CCC(CC2)CNC([O-])=O)C=CC(=C1)F)C(C)C ((1-(5-(2-(Ethyl(isopropyl)carbamoyl)-4-fluorophenoxy)pyrimidin-4-yl)piperidin-4-yl)methyl)carbamate